CC(=O)NN methylformhydrazide